2,2,2-trifluoro-1-(1-methyl-1H-pyrazol-4-yl)ethan-1-amine FC(C(N)C=1C=NN(C1)C)(F)F